1,3-di(furan-2-yl)prop-2-en-1-one O1C(=CC=C1)C(C=CC=1OC=CC1)=O